BrC=1C=C(C=NC1)C=1N=C(SC1)NC 4-(5-bromopyridin-3-yl)-N-methylthiazol-2-amine